N1-hydroxy-N3-(4-methylphenylethyl)isophthalamide EthylMercaptoacetate C(C)SCC(=O)O.ONC(C1=CC(C(=O)NCCC2=CC=C(C=C2)C)=CC=C1)=O